4-(2-(benzyloxy)phenyl)tetrahydro-2H-pyran-2-one C(C1=CC=CC=C1)OC1=C(C=CC=C1)C1CC(OCC1)=O